tert-Butyl 2,7-diazaspiro[3.5]nonane-7-carboxylate hydrochloride Cl.C1NCC12CCN(CC2)C(=O)OC(C)(C)C